COC(C1=CC(=CC(=C1)OS(=O)(=O)C(F)(F)F)O)=O 3-hydroxy-5-(((trifluoromethyl)sulfonyl)oxy)benzoic acid methyl ester